FC=1C=C(CNC(=O)C2=C3NC(=NC3=NC=N2)C2CCN(CC2)C)C=C(C1)C=1C=NN(C1)C N-(3-fluoro-5-(1-methyl-1H-pyrazol-4-yl)benzyl)-8-(1-methylpiperidin-4-yl)-7H-purine-6-carboxamide